FC(C1=NN(C2=CC=C(C=C12)N)C)F 3-(difluoromethyl)-1-methyl-1H-indazol-5-amine